methyl (5Z,8Z,10R*)-10-hydroxy-10-{(1R*,2R*)-2-[(2Z)-oct-2-en-1-yl]cyclopropyl}deca-5,8-dienoate O[C@H](\C=C/C\C=C/CCCC(=O)OC)[C@H]1[C@@H](C1)C\C=C/CCCCC |o1:1,14,15|